COCC1=CC=C(C=O)C=C1 4-(methoxymethyl)benzaldehyde